ClC=1C(=CC(=NC1)N[C@@H](CO)[C@@H]1COCC1)N1C(C2=C(C=C1)N(N=C2)CC2=C(C=CC=C2)Cl)=O |o1:11| rel-5-(5-chloro-2-(((1R)-2-hydroxy-1-(tetrahydrofuran-3-yl)ethyl)amino)pyridin-4-yl)-1-(2-chlorobenzyl)-1,5-dihydro-4H-pyrazolo[4,3-c]pyridin-4-one